4-((6-amino-4-(furan-2-yl)-1H-pyrazolo[3,4-d]pyrimidin-1-yl)methyl)-N-(2-aminophenyl)benzamide NC1=NC(=C2C(=N1)N(N=C2)CC2=CC=C(C(=O)NC1=C(C=CC=C1)N)C=C2)C=2OC=CC2